(2S,3R)-3-((benzyloxycarbonyl)amino)-2-hydroxy-4-phenylbutyric acid C(C1=CC=CC=C1)OC(=O)N[C@@H]([C@@H](C(=O)O)O)CC1=CC=CC=C1